2-dicyclohexylphosphino-2',6'-di-i-propoxy-1,1-biphenyl C1(CCCCC1)P(C1=C(C=CC=C1)C1=C(C=CC=C1OC(C)C)OC(C)C)C1CCCCC1